(5Z)-2-[[(1R)-1-(Hydroxymethyl)-3-methyl-butyl]amino]-3-methyl-5-[(2-methylindazol-5-yl)methylene]imidazol-4-one OC[C@@H](CC(C)C)NC1=N\C(\C(N1C)=O)=C/C1=CC2=CN(N=C2C=C1)C